hexylammonium hypophosphite [PH2](=O)[O-].C(CCCCC)[NH3+]